OC1=C(C(N(C=C1)C)=O)NC(N[C@@H](CC(=O)OCC)C=1C=C(C(=CC1)OC)C1=CC(=CC=C1)OC(F)(F)F)=O ethyl (S)-3-(3-(4-hydroxy-1-methyl-2-oxo-1,2-dihydropyridin-3-yl)ureido)-3-(6-methoxy-3'-(trifluoromethoxy)biphenyl-3-yl)propanoate